phosphorus arsenic-oxide [As]=O.[P]